ClC=1C=C(C=CC1F)NC1=C2C=C(NC2=C(C=C1)C(N)=NO)C(=O)O 4-((3-chloro-4-fluorophenyl)amino)-7-(N'-hydroxycarbamimidoyl)-1H-indole-2-carboxylic acid